NC1=NC=NN2C1=C(C=C2C=2C(=C(C(=O)N[C@@H]1CN(C[C@@H]1F)C(CC(C)C)=O)C(=CC2)CC)F)C(F)(F)F 3-[4-amino-5-(trifluoromethyl)pyrrolo[2,1-f][1,2,4]triazin-7-yl]-6-ethyl-2-fluoro-N-[(3R,4S)-4-fluoro-1-(3-methylbutanoyl)pyrrolidin-3-yl]benzamide